N[C@H]1CN(CCC1)C(=O)C1=CC2=C(N(C(=N2)C2=CC=3C(=NC(=CC3)N(C(C)=O)CC)N2CC2CC2)C)C(=C1)OC (R)-N-(2-(5-(3-aminopiperidine-1-carbonyl)-7-methoxy-1-methyl-1H-benzo[d]imidazol-2-yl)-1-(cyclopropylmethyl)-1H-pyrrolo[2,3-b]pyridin-6-yl)-N-ethylacetamide